C(C)N[C@H]1[C@H](CCCC1)NC=1C=C2CN(C(C2=CC1)=O)C1C(NC(CC1)=O)=O 3-(5-(((1S,2R)-2-(ethylamino)cyclohexyl)amino)-1-oxoisoindolin-2-yl)piperidine-2,6-dione